5-(3-methylphenyl)uridine CC=1C=C(C=CC1)C=1C(NC(N([C@H]2[C@H](O)[C@H](O)[C@@H](CO)O2)C1)=O)=O